O=C(CC(=O)[O-])CCC(=O)[O-] 3-oxoadipoate